BrCC(=O)C1=CC=C(C=C1)CCCCC 2-bromo-1-(4-pentylphenyl)ethanone